1-(((R)-7-((R)-3-cyclobutyl-2-methylpropanoyl)-10-hydroxy-7-azaspiro[4.5]decan-10-yl)methyl)-4-(2-fluorophenyl)-N,N-dimethyl-6-oxo-1,6-dihydropyridine-3-carboxamide C1(CCC1)C[C@H](C(=O)N1CC2(CCCC2)[C@@](CC1)(O)CN1C=C(C(=CC1=O)C1=C(C=CC=C1)F)C(=O)N(C)C)C